CC1=CC2=C(N=C(N=C2NCCCC2=CC=CC=C2)C=2C=NN(C2)C)S1 6-methyl-2-(1-methyl-1H-pyrazol-4-yl)-N-(3-phenylpropyl)thieno[2,3-d]pyrimidin-4-amine